1-fluoro-N-[(2R,3S)-1-[1-(1-methyl-6-oxo-3-pyridyl)indazol-5-yl]-5-oxo-2-phenyl-pyrrolidin-3-yl]cyclopropanecarboxamide FC1(CC1)C(=O)N[C@@H]1[C@H](N(C(C1)=O)C=1C=C2C=NN(C2=CC1)C1=CN(C(C=C1)=O)C)C1=CC=CC=C1